4-(4-bromo-2-methylphenyl)oxane BrC1=CC(=C(C=C1)C1CCOCC1)C